O1C(NC2=C1C=CC(=C2)NC2=NC(=NC=C2F)NC=2C=CC(=NC2)C2CNCCO2)=O N4-(benzo[d]oxazol-2(3H)-on-5-yl)-N2-((2-morpholinyl)pyridin-5-yl)-5-fluoropyrimidine-2,4-diamine